(7R,14R)-1-(difluoromethoxy)-11-((5-fluoropyridin-3-yl)ethynyl)-6-(methyl-d3)-6,7-dihydro-7,14-methanobenzo[f]benzo[4,5]imidazo[1,2-a][1,4]diazocin-5(14H)-one FC(OC1=CC=CC=2C(N([C@H]3C=4N([C@@H](C21)C3)C3=C(N4)C=CC(=C3)C#CC=3C=NC=C(C3)F)C([2H])([2H])[2H])=O)F